C(C=C)(=O)[Cu].[Ni].[C] carbon Nickel alloyl-copper